ClC1=CC=C(C=C1)SCCCC(=NO)C1=CC=2C(C3=CC=CC=C3C2C=C1)(CCC)CCC 4-((4-chlorophenyl)thio)-1-(9,9-dipropyl-9H-fluoren-2-yl)butan-1-one oxime